BrC1=CC=C(C=N1)OC1=CC=C(C=C1)C(C)(C)C1=CC=C(OC2CC(C2)NC(OC(C)(C)C)=O)C=C1 tert-butyl ((1s,3s)-3-(4-(2-(4-((6-bromopyridin-3-yl)oxy)phenyl)propan-2-yl) phenoxy)cyclobutyl)carbamate